5-phenyl-N-({4-[4-(propan-2-yl)cyclohex-1-en-1-yl]phenyl}methyl)piperidine C1(=CC=CC=C1)C1CCCN(C1)CC1=CC=C(C=C1)C1=CCC(CC1)C(C)C